N4-cyclopropyl-5-fluoro-N6-[(2-methoxy-4-pyridyl)methyl]-N4-[[4-(trifluoromethyl)phenyl]methyl]pyrimidine-4,6-diamine C1(CC1)N(C1=NC=NC(=C1F)NCC1=CC(=NC=C1)OC)CC1=CC=C(C=C1)C(F)(F)F